C(C)(C)(C)OC(=O)N1CCC(CC1)(C1=NN=C(N1)C1=CC=NC=C1)NC=1C=C(C(=O)N[C@H](C)C=2C=C(OCCCCCCOCCOCC(=O)O)C=CC2)C=CC1 (R)-2-(2-((6-(3-(1-(3-((1-(tert-butoxycarbonyl)-4-(5-(pyridin-4-yl)-4H-1,2,4-triazol-3-yl)piperidin-4-yl)amino)benzamido)ethyl)phenoxy)hexyl)oxy)ethoxy)acetic acid